2-((2-Hydroxyphenyl)amino)-N-phenyl-6-((2,4,4-trimethylpentan-2-yl)amino)pyrimidine-4-carboxamide OC1=C(C=CC=C1)NC1=NC(=CC(=N1)C(=O)NC1=CC=CC=C1)NC(C)(CC(C)(C)C)C